OCC1=CC(=C2N=C(C(NC2=C1)=O)C)OC(C)C 7-(hydroxymethyl)-5-isopropoxy-3-methylquinoxalin-2(1H)-one